NC=1C2=CC=CC(=C2N=C2CCCC(C12)=O)Br 9-amino-5-bromo-3,4-dihydroacridin-1(2H)-one